[Hf+4].C(C)[NH2+]C.C(C)[NH2+]C bis(ethylmethylammonium) hafnium